tert-butyl (7',8'-dihydro-6'H-spiro[oxetane-3,5'-quinolin]-8'-yl)carbamate N1=CC=CC=2C3(CCC(C12)NC(OC(C)(C)C)=O)COC3